1-[(2-isopropyl-4-methyl-phenyl)carbamothioyl]-3-[3-[4-[1-[4-(trifluoromethoxy)phenyl]-1H-1,2,4-triazol-3-yl]phenyl]propyl]urea C(C)(C)C1=C(C=CC(=C1)C)NC(=S)NC(=O)NCCCC1=CC=C(C=C1)C1=NN(C=N1)C1=CC=C(C=C1)OC(F)(F)F